NC(C(CNC(=O)N1CC(OCC1)C1=CC(=C(C=C1)F)F)CC1=CC=C(C=C1)C(F)(F)F)=O N-[3-amino-3-oxo-2-[[4-(trifluoromethyl)phenyl]methyl]propyl]-2-(3,4-difluorophenyl)morpholine-4-carboxamide